triphenylmethyl α-methallyloxymethylacrylate C(C(C)=C)OCC(C(=O)OC(C1=CC=CC=C1)(C1=CC=CC=C1)C1=CC=CC=C1)=C